N-(benzo[d][1,3]dioxol-5-yl)-4-((8-methyl-2,3-dihydro-1H-pyrido[2,3-b][1,4]oxazin-7-yl)amino)-2-oxo-1,2-dihydropyridine-3-carboxamide O1COC2=C1C=CC(=C2)NC(=O)C=2C(NC=CC2NC2=C(C1=C(OCCN1)N=C2)C)=O